C[C@H]1CN(CC1)[C@H]1COC2=CC=CC=C2[C@@H]1NC1=CC=CC=2NC(=NC21)C(F)(F)F N-((3R,4S)-3-((R)-3-METHYLPYRROLIDIN-1-YL)CHROMAN-4-YL)-2-(TRIFLUOROMETHYL)-1H-BENZO[D]IMIDAZOL-4-AMINE